(Ra)-2-(6-(1-([1,1'-Biphenyl]-4-ylmethyl)-4-methoxy-1H-indazole-7-carboxamido)spiro[3.3]heptan-2-yl)acetic acid C1(=CC=C(C=C1)CN1N=CC2=C(C=CC(=C12)C(=O)NC1CC2(CC(C2)CC(=O)O)C1)OC)C1=CC=CC=C1